tert-butyl 4-phenyl-6-(phenylamino)-1,3,5-triazin-2-ylcarbamate C1(=CC=CC=C1)C1=NC(=NC(=N1)NC1=CC=CC=C1)NC(OC(C)(C)C)=O